(S)-3-methyl-heptanoic acid ((S)-1-phenyl-ethyl)-amide C1(=CC=CC=C1)[C@H](C)NC(C[C@H](CCCC)C)=O